(5r,7r)-2-cyclopropylsulfonyl-7-deutero-5-phenyl-6,7-dihydro-5H-pyrrolo[1,2-b][1,2,4]triazole C1(CC1)S(=O)(=O)C=1N=C2N(N1)[C@H](C[C@H]2[2H])C2=CC=CC=C2